5-chloro-2-((6'-methoxy-2',3'-dihydro-1'H-spiro[cyclopropane-1,4'-isoquinolin]-7'-yl)amino)pyrimidin ClC=1C=NC(=NC1)NC1=C(C=C2C3(CNCC2=C1)CC3)OC